2,6-di-tert-butyl-hydroquinone lithium acrylic acid salt C(C=C)(=O)[O-].[Li+].C(C)(C)(C)C1=C(O)C(=CC(=C1)O)C(C)(C)C